4-Oxothiochroman-7-carboxylic acid methyl ester COC(=O)C1=CC=C2C(CCSC2=C1)=O